OC1=C(C=C(C=C1C(C)(C)C)CCC(=O)NNC(CCC1=CC(=C(C(=C1)C(C)(C)C)O)C(C)(C)C)=O)C(C)(C)C Bis[3-(4-hydroxy-3,5-di-t-butylphenyl)propionyl]hydrazine